2-methyl-ethyl-4-methyl-styrene CCCC=CC1=CC=C(C=C1)C